IC1=CN(C=2N=CN=C(C21)N2[C@H](CN(CC2)C(=O)OC(C)(C)C)C)S(=O)(=O)C2=CC=C(C)C=C2 (S)-tert-butyl 4-(5-iodo-7-tosyl-7H-pyrrolo[2,3-d]pyrimidin-4-yl)-3-methylpiperazine-1-carboxylate